tert-butyl 3-methylsulfonyloxy-1-oxa-7-azaspiro[4.4]nonane-7-carboxylate CS(=O)(=O)OC1COC2(C1)CN(CC2)C(=O)OC(C)(C)C